C1(CC1)C(=O)NC1=NN2C(C=C(C=C2)C2=C(C=NN2C)O[C@H]2CN(C[C@H]2OC)C(=O)OC(C)(C)C)=C1 |r| rac-cis-tert-butyl (3s,4r)-3-((5-(2-(cyclopropanecarboxamido)pyrazolo[1,5-a]pyridin-5-yl)-1-methyl-1H-pyrazol-4-yl)oxy)-4-methoxypyrrolidine-1-carboxylate